C1(=CC=CC=C1)S(=O)(=O)OC1=C(C=CC=C1)NC(=O)NC1=CC=C(C=C1)OS(=O)(=O)CC1=CC=CC=C1 N-[2-(benzenesulfonyloxy)phenyl]-N'-[4-(benzylsulfonyloxy)phenyl]urea